CC1N(CCNC1)C=1C2=C(NC(N1)=O)N=CC=C2 4-(2-methylpiperazin-1-yl)pyrido[2,3-d]pyrimidin-2(1H)-one